3-(1,1-difluoro-2-(((1S,2S)-2-hydroxycyclohexyl)amino)-2-oxoethyl)-4-fluoro-N-(4-fluoro-3-methylphenyl)benzamide FC(C(=O)N[C@@H]1[C@H](CCCC1)O)(F)C=1C=C(C(=O)NC2=CC(=C(C=C2)F)C)C=CC1F